NC=1SC2=C(N1)C(=CC=C2)C2=C(C=C1C(=NC(=NC1=C2F)OCC21CCCN1CCC2)N2CCOCC(C2)O)Cl 4-(7-(2-aminobenzo[d]-thiazol-4-yl)-6-chloro-8-fluoro-2-((tetrahydro-1H-pyrrolizin-7a(5H)-yl)-methoxy)quinazolin-4-yl)-1,4-oxazepan-6-ol